C1CC12CCN(CC2)C2=NC(=CC=C2C(=O)NC2=NC(=CC=C2)S(NC(C)(C)C)(=O)=O)[C@](C(F)(F)F)(C)O 2-(6-azaspiro[2.5]oct-6-yl)-N-(6-((2-methyl-2-propanyl)sulfamoyl)-2-pyridinyl)-6-((2S)-1,1,1-trifluoro-2-hydroxy-2-propanyl)-3-pyridinecarboxamide